methyl (R)-2-(2-chlorophenyl)-2-(4-nitrobenzenesulfonyloxy)acetate ClC1=C(C=CC=C1)[C@H](C(=O)OC)OS(=O)(=O)C1=CC=C(C=C1)[N+](=O)[O-]